BrC1=C(C(=CC=C1)Br)C(C)OCC(=O)N(C)OC 2-(1-(2,6-dibromophenyl)ethoxy)-N-methoxy-N-methylacetamide